C(#N)C1=C(C=CC=C1)[C@H]([C@@H](C(F)(F)F)C=1N(C(C(=C(N1)C(=O)NC=1C=NOC1)O)=O)C)C=1C=NN(C1)C 2-((2R,3S)-3-(2-cyanophenyl)-1,1,1-trifluoro-3-(1-methyl-1H-pyrazol-4-yl)propan-2-yl)-5-hydroxy-N-(isoxazol-4-yl)-1-methyl-6-oxo-1,6-dihydropyrimidine-4-carboxamide